FC=1C=C(C=CC1OC1=CC=NC2=CC(=C(C=C12)OC)OCCCN1CC(C1)F)NC(=O)C1=C2C(=CN(C1=O)C1=CC=C(C=C1)F)CCO2 N-(3-fluoro-4-((7-(3-(3-fluoroazetidin-1-yl)propoxy)-6-methoxyquinolin-4-yl)oxy)phenyl)-5-(4-fluorophenyl)-6-oxo-2,3,5,6-tetrahydrofuro[3,2-c]pyridine-7-carboxamide